(R)-N-(3,3-difluoro-1-(methyl-d3)piperidin-4-yl)-5-(1-(3,3-difluoropropyl)-1H-benzo[d][1,2,3]triazol-6-yl)-4-methoxypyrrolo[2,1-f][1,2,4]triazin-2-amine FC1(CN(CC[C@H]1NC1=NN2C(C(=N1)OC)=C(C=C2)C=2C=CC1=C(N(N=N1)CCC(F)F)C2)C([2H])([2H])[2H])F